4-Chloro-7-(4-{4-[4-({4-[2-(2,6-dioxopiperidin-3-yl)-7-methoxy-1-oxo-2,3-dihydro-1H-isoindol-5-yl]piperazin-1-yl}methyl)piperidin-1-yl]phenyl}piperidin-1-yl)-1H-indole-3-carbonitrile ClC1=C2C(=CNC2=C(C=C1)N1CCC(CC1)C1=CC=C(C=C1)N1CCC(CC1)CN1CCN(CC1)C=1C=C2CN(C(C2=C(C1)OC)=O)C1C(NC(CC1)=O)=O)C#N